C(C)(C)(C)OC(=O)N1CCC(CC1)N1N=CC(=C1)C=1C=C2CC(N3C(C2=CC1OC)=CC(C(=C3)C(=O)O)=O)C(C)(C)C 9-[1-(1-tert-butoxycarbonylpiperidin-4-yl)-1H-pyrazol-4-yl]-6-tert-butyl-10-methoxy-2-oxo-6,7-dihydro-2H-pyrido[2,1-a]Isoquinoline-3-carboxylic acid